2-methyl-6-[2-(piperidin-4-yl)-1,3-benzothiazol-6-yl]-1,3-benzoxazole CC=1OC2=C(N1)C=CC(=C2)C2=CC1=C(N=C(S1)C1CCNCC1)C=C2